COC1=NN=CC2=CC=CC=C12 1-methoxyphthalazine